2-(2-methoxyethoxy)-4-(4-nitro-1H-imidazol-1-yl)benzonitrile COCCOC1=C(C#N)C=CC(=C1)N1C=NC(=C1)[N+](=O)[O-]